aluminum bis(p-tert-butylbenzoate) C(C)(C)(C)C1=CC=C(C(=O)[O-])C=C1.C(C)(C)(C)C1=CC=C(C(=O)[O-])C=C1.[Al+2]